ClC=1C(=NN2C1C(CCC2)NC2=CC(=C(C=C2)C=2N(C=C(N2)C(F)(F)F)CC)F)C2=CC=NN2C(C)C 3-chloro-N-(4-(1-ethyl-4-(trifluoromethyl)-1H-imidazol-2-yl)-3-fluorophenyl)-2-(1-isopropyl-1H-pyrazol-5-yl)-4,5,6,7-tetrahydropyrazolo[1,5-a]pyridin-4-amine